C(C)(C)C1=CC=C(CO)C=C1 4-(isopropyl)benzyl alcohol